C(CC1=CC=CC=C1)C1(C(C=CC=C1)S)S 2-phenethylbenzenedithiol